S(N(C1=CC=CC=C1)C1=CC2=CC=CC=C2C=C1)N(C1=CC=CC=C1)C1=CC2=CC=CC=C2C=C1 thiobis(N-phenyl-β-naphthyl-amine)